C(C1=CC=CC=C1)C1=C(C2=C(N=C(N=C2)SC)N(C1=O)C)C#C[Si](C(C)C)(C(C)C)C(C)C 6-benzyl-8-methyl-2-(methylsulfanyl)-5-[2-(triisopropylsilyl)ethynyl]pyrido[2,3-d]pyrimidin-7-one